C(C)(C)(C)OC(=O)N1CCN(CC1)C(NC1(CC1)C#CC1=CC(=C(C=C1)Cl)C#C[Si](C)(C)C)=O 4-((1-((4-chloro-3-((trimethylsilyl)ethynyl)phenyl)ethynyl)cyclopropyl)carbamoyl)piperazine-1-carboxylic acid tert-butyl ester